FC=1C=C(C=CC1F)[C@H]1N(CC[C@H](C1)NC)C(=O)N1CC2(CCCC2)[C@@H](CC1)CN1C=NC(=CC1=O)C1=C(C=CC=C1)OC 3-(((R)-7-((2S,4R)-2-(3,4-Difluorophenyl)-4-(methylamino)piperidine-1-carbonyl)-7-azaspiro[4.5]decan-10-yl)methyl)-6-(2-methoxyphenyl)pyrimidin-4(3H)-one